C(C)(C)(C)OC(NCC=1C(=C2C=CC=NC2=C(C1)C1=CC=C(C=C1)OC(F)(F)F)[C@H](CO)O)=O (R)-tert-butyl-((5-(1,2-dihydroxyethyl)-8-(4-(trifluoromethoxy)phenyl)quinolin-6-yl)methyl)carbamate